CN1C=NC=C1CNC=1C=C(C(=O)OC)C=CC1[N+](=O)[O-] methyl 3-[(3-methylimidazol-4-yl)methylamino]-4-nitro-benzoate